6-(3,4-Dichloro-phenyl)-pyrimidine-4-carboxylic acid (6-methyl-pyridazin-3-yl)-amide CC1=CC=C(N=N1)NC(=O)C1=NC=NC(=C1)C1=CC(=C(C=C1)Cl)Cl